ethyl 2-(6-bromo-1-oxo-spiro[3H-isoquinoline-4,1'-cyclopropane]-2-yl)acetate BrC=1C=C2C(=CC1)C(N(CC21CC1)CC(=O)OCC)=O